(Z,E)-α-farnesene CC(C)=CCC\C(\C)=C/C\C=C(/C)\C=C